N-(1-((2R,4R,5R)-3,3-difluoro-4-hydroxy-5-(hydroxymethyl)tetrahydrofuran-2-yl)-2-oxo-1,2-dihydropyrimidin-4-yl)-6-methylnicotinamide FC1([C@@H](O[C@@H]([C@H]1O)CO)N1C(N=C(C=C1)NC(C1=CN=C(C=C1)C)=O)=O)F